tert-butyl 3-(2,4-difluoro-6-((2-fluoro-4-iodophenyl)amino)benzamido)azetidine-1-carboxylate FC1=C(C(=O)NC2CN(C2)C(=O)OC(C)(C)C)C(=CC(=C1)F)NC1=C(C=C(C=C1)I)F